COC(CC1=C(C=CC=C1)[N+]#C)OC 2-(2,2-dimethoxyethyl)-N-methylidynebenzenaminium